FC=1C=C(C=C2C(=C(C=NC12)C(C)(C)O)C)B1OC(C(O1)(C)C)(C)C 2-(8-fluoro-4-methyl-6-(4,4,5,5-tetramethyl-1,3,2-dioxaborolan-2-yl)quinolin-3-yl)propan-2-ol